CC1=C(N=C(N1)C1=NC=CC(=C1)C=1C=NC=C(C1)N1CCOCC1)CNC1CCOCC1 N-{[5-Methyl-2-(5-morpholin-4-yl-3,4'-bipyridin-2'-yl)-1H-imidazol-4-yl]methyl}tetrahydro-2H-pyran-4-amine